(1-(4-(5-((3S,4S)-4-amino-3-methyl-2-oxa-8-azaspiro[4.5]decan-8-yl)-6-(fluoromethyl)pyrazin-2-ylthio)-3-chloropyridin-2-yl)pyrrolidin-2-yl)methanol N[C@@H]1[C@@H](OCC12CCN(CC2)C=2N=CC(=NC2CF)SC2=C(C(=NC=C2)N2C(CCC2)CO)Cl)C